BrC=1C=C(C(=O)NCC=2C(NC(=CC2C)C)=O)C=CC1 3-Bromo-N-((4,6-dimethyl-2-oxo-1,2-dihydropyridin-3-yl)methyl)benzamide